N,N'-diphenyl-N,N'-di(1-naphthyl)-1,1'-biphenyl-4,4'-diamine C1(=CC=CC=C1)N(C1=CC=C(C=C1)C1=CC=C(C=C1)N(C1=CC=CC2=CC=CC=C12)C1=CC=CC=C1)C1=CC=CC2=CC=CC=C12